(R)-6-(2-(3-chlorophenyl)-2-hydroxyacetyl)-2-(1-(thiazol-4-yl)cyclopropyl)-5,6,7,8-tetrahydropyrido[4,3-d]pyrimidin-4(3H)-one ClC=1C=C(C=CC1)[C@H](C(=O)N1CC2=C(N=C(NC2=O)C2(CC2)C=2N=CSC2)CC1)O